4-cyano-4'-(n-octyloxy)biphenyl tert-butyl-1-((7-cyano-2-(2-methyl-3-(4,4,5,5-tetramethyl-1,3,2-dioxaborolan-2-yl)phenyl)benzo[d]oxazol-5-yl)methyl)piperidine-4-carboxylate C(C)(C)(C)OC(=O)C1CCN(CC1)CC=1C=C(C2=C(N=C(O2)C2=C(C(=CC=C2)B2OC(C(O2)(C)C)(C)C)C)C1)C#N.C(#N)C1=CC=C(C=C1)C1=CC=C(C=C1)OCCCCCCCC